N-[6-(5-chloro-1,3-benzothiazol-2-yl)spiro[3.3]heptan-2-yl]-2-cyclopropylsulfonyl-pyridine-4-carboxamide ClC=1C=CC2=C(N=C(S2)C2CC3(CC(C3)NC(=O)C3=CC(=NC=C3)S(=O)(=O)C3CC3)C2)C1